chloro-7-fluoro-quinolin-6-ol ClC1=NC2=CC(=C(C=C2C=C1)O)F